5-bromo-2-oxo-1,2-dihydropyridine-4-carbohydrazide BrC=1C(=CC(NC1)=O)C(=O)NN